FC(C=1C=C(C=C(C1)C(F)(F)F)[B-](C1=CC(=CC(=C1)C(F)(F)F)C(F)(F)F)(C1=CC(=CC(=C1)C(F)(F)F)C(F)(F)F)C1=CC(=CC(=C1)C(F)(F)F)C(F)(F)F)(F)F.C(C)[SiH](CC)CC Triethylsilane tetrakis(3,5-bis(trifluoromethyl)phenyl)borate